FC(C(=O)[O-])(F)F.FC(C(=O)[O-])(F)F.FC(C(=O)[O-])(F)F.[Bi+3] bismuth(III) tris(trifluoroacetate)